N-[bicyclo[1.1.1]pentan-1-yl]-7-chloro-N-methyl-1H-pyrrolo[2,3-c]pyridine-2-carboxamide C12(CC(C1)C2)N(C(=O)C2=CC=1C(=C(N=CC1)Cl)N2)C